C(C1=CC=CC=C1)OC1=C(C(=C2C[C@@H](N(C2=C1)C(=O)OC(C)(C)C)CO[Si](C(C)C)(C(C)C)C(C)C)F)N(C(C(F)(F)F)=O)CC(=O)OC(C)(C)C tert-butyl (2R)-6-(benzyloxy)-5-[(2-tert-butoxy-2-oxoethyl)(trifluoroacetyl)amino]-4-fluoro-2-({[tri(propan-2-yl)silyl]oxy}methyl)-2,3-dihydro-1H-indole-1-carboxylate